FC1=C(C=C(C=C1)NC(=O)C1=C(N(C(=C1C)C(C(NC1CCNCC1)=O)=O)C)C)C N-(4-fluoro-3-methylphenyl)-1,2,4-trimethyl-5-(2-oxo-2-(piperidin-4-ylamino)acetyl)-1H-pyrrole-3-carboxamide